FC1=CC(=CC2=C1N(C(OC2)=O)C)B2OC(C(O2)(C)C)(C)C 8-fluoro-1-methyl-6-(4,4,5,5-tetramethyl-1,3,2-dioxaborolan-2-yl)-1,4-dihydro-2H-benzo[d][1,3]oxazin-2-one